ClC1=C2CCNC(C2=C(C=C1)O)CN1N=CC(=C1)C 5-Chloro-1-((4-methyl-1H-pyrazol-1-yl)methyl)-1,2,3,4-tetrahydroisoquinolin-8-ol